1-(3,4-difluorophenyl)-9-(4-(4-hydroxy-4-(trifluoromethyl)piperidin-1-yl)-1,3,5-triazin-2-yl)-1,9-diazaspiro[5.5]undecan-2-one FC=1C=C(C=CC1F)N1C(CCCC12CCN(CC2)C2=NC=NC(=N2)N2CCC(CC2)(C(F)(F)F)O)=O